6-(tetrahydro-pyran-4-yl)-2-methyl-3-(4-methoxybenzyl)-6,7-dihydropyrrolo[3,4-b]pyridin-5-one O1CCC(CC1)N1CC2=NC(=C(C=C2C1=O)CC1=CC=C(C=C1)OC)C